C1(CCCCCCC=CCCC1)=O 8-cyclododecene-1-one